Cl.C(CCCC)N1CC(NCC1)CC(=O)O 2-[4-pentylpiperazin-2-yl]Acetic acid hydrochloride